1-[2-(oleoyloxy)ethyl]-2-oleyl-3-(2-hydroxyethyl)-imidazolinium chloride [Cl-].C(CCCCCCC\C=C/CCCCCCCC)(=O)OCC[NH+]1C(N(CC1)CCO)CCCCCCCC\C=C/CCCCCCCC